COCOC METHYLENE GLYCOL DIMETHYL ETHER